C(C)(C)(C)OC(=O)C1=CN(C2=NC=C(C=C21)OC)C 5-Methoxy-1-methyl-1H-pyrrolo[2,3-b]pyridine-3-carboxylic acid tert-butyl ester